6-(4-phenylpiperazine-1-yl)benzo[b]thiophene-2-carboxylic acid C1(=CC=CC=C1)N1CCN(CC1)C=1C=CC2=C(SC(=C2)C(=O)O)C1